C(C)(=O)NC1CCC(CC1)NC(=O)C1=C(C=2N(N=C1)C=C(C2)C=2C=NNC2)NC(C)C N-((1r,4r)-4-acetamidocyclohexyl)-4-(isopropylamino)-6-(1H-pyrazol-4-yl)pyrrolo[1,2-b]pyridazine-3-carboxamide